C(=O)C1=C(C=C(C=C1C)OC(CCCC1=CC=C(C=C1)N1C(C2=CC=CC=3C2=C(C1=O)C=CC3C3=CC=C(C=C3)N(C3=CC=CC=C3)C3=CC=CC=C3)=O)=O)C 4-Formyl-3,5-dimethylphenyl-4-(4-(6-(4-(diphenylamino)phenyl)-1,3-dioxo-1H-benzo[de]isoquinolin-2(3H)-yl)phenyl)butanoate